C1CN[C@@H]([C@H]1O)C(=O)O The molecule is the (3S)-trans-diastereomer of 3-hydroxy-L-proline. It has a role as a metabolite. It is a tautomer of a trans-3-hydroxy-L-proline zwitterion.